N,3-dimethylmorpholine-4-sulfonamide CNS(=O)(=O)N1C(COCC1)C